N-(4-([1,4'-bipiperidine]-1'-ylmethyl)phenyl)-4-bromobenzamide N1(CCCCC1)C1CCN(CC1)CC1=CC=C(C=C1)NC(C1=CC=C(C=C1)Br)=O